(R)-4-((R)-4-((S)-2-(4-chlorophenyl)-3-(isopropylamino)propionyl)-3-methylpiperazin-1-yl)-5-methyl-5,8-dihydropyrido[2,3-d]pyrimidin-7(6H)-one ClC1=CC=C(C=C1)[C@H](C(=O)N1[C@@H](CN(CC1)C=1C2=C(N=CN1)NC(C[C@H]2C)=O)C)CNC(C)C